N1C(=NCC1)[SiH2]C=C(C)C 4,5-dihydroimidazolyldimethylvinylsilane